5-[4-(benzyloxy)-phenyl]-3-(methoxymethoxy)-1,2-oxazole C(C1=CC=CC=C1)OC1=CC=C(C=C1)C1=CC(=NO1)OCOC